C(CC)OC=1C(=C(C=CC1C)C)OCCC di-n-propoxy-p-xylene